NCC1(CN(C1)C(=O)C1=CC=C(C(=C1NC1=C(C=C(C=C1)I)F)F)F)OC 6-{[3-(aminomethyl)3-(methyloxy)azetidin-1-yl]carbonyl}-2,3-difluoro-N-(2-fluoro-4-iodophenyl)aniline